C(CSSCCNC(=NC#N)NC)NC(=NC#N)NC 1'-(dithiobis(ethane-2,1-diyl))bis(2-cyano-3-methylguanidine)